O=C1NC(CCC1C1=NN(C2=CC(=CC=C12)N1CCC(CC1)C(C)N1CCN(CC1)C(=O)OC(C)(C)C)C)=O tert-butyl 4-(1-(1-(3-(2,6-dioxopiperidin-3-yl)-1-methyl-1H-indazol-6-yl)piperidin-4-yl)ethyl)piperazine-1-carboxylate